FC(/C=C/C(=O)OCC)F (E)-ethyl 4,4-difluorobut-2-enoate